4-{[2-chloro-3-(morpholine-4-carbonyl)phenyl]amino}-3-(2-hydroxypropan-2-yl)-N-[(2E)-imidazolidin-2-ylidene]benzamide ClC1=C(C=CC=C1C(=O)N1CCOCC1)NC1=C(C=C(C(=O)N=C2NCCN2)C=C1)C(C)(C)O